(S)-3-(2',4'-difluorobiphenyl-3-yl)-3-(3-(1-ethyl-4-hydroxy-2-oxo-1,2-dihydropyridin-3-yl)ureido)propanoic acid FC1=C(C=CC(=C1)F)C1=CC(=CC=C1)[C@H](CC(=O)O)NC(=O)NC=1C(N(C=CC1O)CC)=O